5-(2-(3-oxo-3-(4-(5-(trifluoromethyl)pyridin-2-yl)piperazin-1-yl)propoxy)ethyl)phthalazin-1(2H)-one O=C(CCOCCC1=C2C=NNC(C2=CC=C1)=O)N1CCN(CC1)C1=NC=C(C=C1)C(F)(F)F